Dihydroxy(oxo)silane O[Si](=O)O